5-Methyl-8-[(3R)-3-methyl-4-{[2-(trifluoromethyl)phenyl]methyl}piperazin-1-yl]-6-oxo-5,6-dihydro-1,5-naphthyridin-2,7-dicarbonitril CN1C=2C=CC(=NC2C(=C(C1=O)C#N)N1C[C@H](N(CC1)CC1=C(C=CC=C1)C(F)(F)F)C)C#N